OC=1C=C(C=O)C=CC1I 3-hydroxy-4-iodo-benzaldehyde